2'-(5-Ethyl-4-methyl-1H-imidazol-2-yl)-5-(methylsulfonyl)-3,4'-bipyridin C(C)C1=C(N=C(N1)C1=NC=CC(=C1)C=1C=NC=C(C1)S(=O)(=O)C)C